6-[4-[4-[(2,6-dioxo-3-piperidyl)amino]-2-fluoro-phenyl]piperazin-1-yl]hexyl imidazole-1-carboxylate N1(C=NC=C1)C(=O)OCCCCCCN1CCN(CC1)C1=C(C=C(C=C1)NC1C(NC(CC1)=O)=O)F